The molecule is a branched amino oligosaccharide that is a pentadecasaccharide derivative consisting of a linear trisaccharide of beta-D-mannose and two N-acetyl-beta-D-glucosamine residues (one of which is at the reducing end) all linked in sequence (1->4), to the mannosyl residue of which are linked (1->3) and (1->6) two N-acetyl-alpha-neuraminyl-(2->3)-beta-D-galactosyl-(1->4)-N-acetyl-beta-D-glucosaminyl-(1->3)-beta-D-galactosyl-(1->4)-N-acetyl-beta-D-glucosaminyl-(1->2)-alpha-D-mannosyl linear hexasaccharide units. It is an amino oligosaccharide and a glucosamine oligosaccharide. CC(=O)N[C@@H]1[C@H](C[C@@](O[C@H]1[C@@H]([C@@H](CO)O)O)(C(=O)O)O[C@H]2[C@H]([C@H](O[C@H]([C@@H]2O)O[C@@H]3[C@H](O[C@H]([C@@H]([C@H]3O)NC(=O)C)O[C@H]4[C@H]([C@H](O[C@H]([C@@H]4O)O[C@@H]5[C@H](O[C@H]([C@@H]([C@H]5O)NC(=O)C)O[C@H]6[C@H]([C@@H]([C@H](O[C@@H]6OC[C@@H]7[C@H]([C@@H]([C@@H]([C@@H](O7)O[C@@H]8[C@H](O[C@H]([C@@H]([C@H]8O)NC(=O)C)O[C@@H]9[C@H](O[C@H]([C@@H]([C@H]9O)NC(=O)C)O)CO)CO)O)O[C@@H]1[C@H]([C@H]([C@@H]([C@H](O1)CO)O)O)O[C@H]1[C@@H]([C@H]([C@@H]([C@H](O1)CO)O[C@H]1[C@@H]([C@H]([C@H]([C@H](O1)CO)O)O[C@H]1[C@@H]([C@H]([C@@H]([C@H](O1)CO)O[C@H]1[C@@H]([C@H]([C@H]([C@H](O1)CO)O)O[C@@]1(C[C@@H]([C@H]([C@@H](O1)[C@@H]([C@@H](CO)O)O)NC(=O)C)O)C(=O)O)O)O)NC(=O)C)O)O)NC(=O)C)O)CO)O)O)CO)CO)O)CO)CO)O)O